CN1C(=NC2=C1C=CC=1C(C=C(OC12)C1=CC=C(C#N)C=C1)=O)C(F)(F)F 4-(3-methyl-6-oxo-2-(trifluoromethyl)-3,6-dihydrochromeno[7,8-d]imidazol-8-yl)benzonitrile